P(=O)(OC[C@@H](COC(CCCCCCCCCCCCCCCCC)=O)OC(CCCCCCCCCCCCCCCCC)=O)(OCC[N+](C)(C)C)[O-] [(2R)-2,3-di(octadecanoyloxy)propyl] 2-(trimethylazaniumyl)ethyl phosphate